5-chloro-N-(3-chloro-1-isopropyl-1H-pyrazol-4-yl)-7-methyl-7H-pyrrolo[2,3-d]pyrimidin-2-amine ClC1=CN(C=2N=C(N=CC21)NC=2C(=NN(C2)C(C)C)Cl)C